1-(((1-(2-(6-Cyclopropyl-4-(4-fluoro-2-(4-methyl-4H-1,2,4-triazol-3-yl)phenyl)pyridin-2-yl)-7-fluorobenzo[d]oxazol-5-yl)ethyl)amino)methyl)cyclobutan-1-ol C1(CC1)C1=CC(=CC(=N1)C=1OC2=C(N1)C=C(C=C2F)C(C)NCC2(CCC2)O)C2=C(C=C(C=C2)F)C2=NN=CN2C